CN1N=CC(=C1C1=CC=2N(C=C1)N=C(C2)NC(=O)C2CC2)OC[C@@H]2N(CC21CCOCC1)C (R)-N-(5-(1-methyl-4-((2-methyl-7-oxa-2-azaspiro[3.5]nonan-1-yl)methoxy)-1H-pyrazol-5-yl)pyrazolo[1,5-a]pyridin-2-yl)cyclopropanecarboxamide